3-n-propylcyclohexane-1,2-dicarboxylic acid C(CC)C1C(C(CCC1)C(=O)O)C(=O)O